ClC1=C(C(=CC=C1)F)C1=NCC2=NN=C(N2C=2SC=3C[C@@H](CC3C12)C#N)C (13R)-9-(2-chloro-6-fluoro-phenyl)-3-methyl-16-thia-2,4,5,8-tetraazatetracyclo[8.6.0.02,6.011,15]hexadeca-1(10),3,5,8,11(15)-pentaene-13-carbonitrile